1-{1,4-dioxaspiro[4.5]dec-8-yl}-3-(3-methylsulfonylpropoxy)-1H-pyrazole-4-carboxylic acid O1CCOC12CCC(CC2)N2N=C(C(=C2)C(=O)O)OCCCS(=O)(=O)C